(R)-(3-aminopiperidin-1-yl)(2-(1-(pyridin-4-ylmethyl)-1H-indol-2-yl)-3,4-dihydro-5-oxa-1,2a-diazaacenaphthylen-7-yl)methanone N[C@H]1CN(CCC1)C(=O)C=1C=C2OCCN3C(=NC(C1)=C32)C=3N(C2=CC=CC=C2C3)CC3=CC=NC=C3